2,2',2''-(1,4,7,10-tetraazacyclododecane-1,4,7-triyl)triacetate N1(CCN(CCN(CCNCC1)CC(=O)[O-])CC(=O)[O-])CC(=O)[O-]